2-(7-methoxy-3-(6-(((3R,4S)-4-(trifluoromethyl)pyrrolidin-3-yl)amino)pyridin-2-yl)imidazo[1,2-a]pyridin-6-yl)propan-2-ol COC1=CC=2N(C=C1C(C)(C)O)C(=CN2)C2=NC(=CC=C2)N[C@H]2CNC[C@@H]2C(F)(F)F